2-(((benzyloxy)carbonyl)(methyl)amino)-2-cyclopentylacetic acid C(C1=CC=CC=C1)OC(=O)N(C(C(=O)O)C1CCCC1)C